benzyl-1-(4-chloro-1-tosyl-1H-pyrrolo[2,3-b]pyridin-5-yl)methanamine C(C1=CC=CC=C1)C(N)C=1C(=C2C(=NC1)N(C=C2)S(=O)(=O)C2=CC=C(C)C=C2)Cl